N-[(6-Amino-2-pyridyl)sulfonyl]-6-(6-ethoxy-3-pyridyl)-2-(2,4,6-trimethylphenoxy)pyridin-3-carboxamid NC1=CC=CC(=N1)S(=O)(=O)NC(=O)C=1C(=NC(=CC1)C=1C=NC(=CC1)OCC)OC1=C(C=C(C=C1C)C)C